1-methyl-1,3,4,7-tetrahydro-2H-pyrrolo[3',2':5,6]pyrido[4,3-d]pyrimidin-2-one CN1C(NCC2=C1C1=C(N=C2)NC=C1)=O